C(C)(C)(C)OC(=O)N1C[C@@H](CCC1)N(C(C1=C(C=C(C=C1)C=1C=NN(C1)C)F)=O)C=1N=CC=C2C1N(C=C2)C.FC2=C(C(=C(C(=C2[B-](C2=C(C(=C(C(=C2F)F)F)F)F)(C2=C(C(=C(C(=C2F)F)F)F)F)C2=C(C(=C(C(=C2F)F)F)F)F)F)F)F)F.C[NH3+] methylammonium tetrakis(pentafluorophenyl)borate tert-butyl-(R)-3-(2-fluoro-4-(1-methyl-1H-pyrazol-4-yl)-N-(1-methyl-1H-pyrrolo[2,3-c]pyridin-7-yl)benzamido)piperidine-1-carboxylate